(R)-3-(2-(4-(4-fluorophenyl)piperazin-1-yl)ethyl)-1-oxo-2,8-diazaspiro[4.5]decane-8-carboxylic acid tert-butyl ester C(C)(C)(C)OC(=O)N1CCC2(C[C@@H](NC2=O)CCN2CCN(CC2)C2=CC=C(C=C2)F)CC1